4-[4-[[(3s,4r)-3-hydroxy-4-[[3-methyl-5-(trifluoromethyl)-2-pyridinyl]amino]-1-piperidinyl]sulfonyl]phenyl]pyridine-2-carboxamide O[C@H]1CN(CC[C@H]1NC1=NC=C(C=C1C)C(F)(F)F)S(=O)(=O)C1=CC=C(C=C1)C1=CC(=NC=C1)C(=O)N